C1(CC1)C(=O)NC1=CC(=C(N=N1)C(=O)NC([2H])([2H])[2H])NC1=NC=CC(=C1OC)C1=NN(C=N1)C 6-(cyclopropanecarboxamido)-4-((3-methoxy-4-(1-methyl-1H-1,2,4-triazol-3-yl)pyridin-2-yl)amino)-N-(methyl-d3)pyridazine-3-carboxamide